(S,Z)-6-(2-(3-(2-Amino-4-methyl-4H-1,3-thiazin-4-yl)-4-fluorophenyl)-1-fluorovinyl)nicotinonitril NC=1SC=C[C@@](N1)(C)C=1C=C(C=CC1F)\C=C(/F)\C1=NC=C(C#N)C=C1